C(C)N(CCCN)CC N,N-diethyl-1,3-diaminopropane